CN(C)C[C@H]1[C@H]([C@H]([C@H](OC1)CO)O)O (2R,3R,4R,5R)-5-((dimethylamino)methyl)-2-(hydroxymethyl)tetrahydro-2H-pyran-3,4-diol